(S)-N-[(R)-(4-bromo-5-chloro-2-methoxyphenyl)([1-[(4R)-2,2-dimethyl-1,3-dioxolane-4-carbonyl]piperidin-4-yl])methyl]-2-methylpropane-2-sulfinamide BrC1=CC(=C(C=C1Cl)[C@H](N[S@@](=O)C(C)(C)C)C1CCN(CC1)C(=O)[C@@H]1OC(OC1)(C)C)OC